6-chloro-1-(1-(3-(trifluoromethyl)phenyl)ethyl)-3,4-dihydro-1,5-naphthyridin-2(1H)-one ClC=1N=C2CCC(N(C2=CC1)C(C)C1=CC(=CC=C1)C(F)(F)F)=O